1-[3-(difluoromethyl)phenyl]-5-oxo-N-(pyridin-2-ylmethyl)pyrrolidine-3-carboxamide FC(C=1C=C(C=CC1)N1CC(CC1=O)C(=O)NCC1=NC=CC=C1)F